CN1[C@@H](CCC1)COC1=NN2C(C(=N1)N1CCNCC1)=NC=C2CC2=CC=CC1=CC=CC=C21 (S)-2-((1-methylpyrrolidin-2-yl)methoxy)-7-(naphthalen-1-ylmethyl)-4-(piperazin-1-yl)imidazo[2,1-f][1,2,4]triazine